C(C=C)(=O)N1CC(CC1)C=1C=C(C=C2C=NC=NC12)C1=CC(=C(C(=O)NC2=NC=CC(=C2)C#N)C=C1)F 4-(8-(1-propenoylpyrrolidin-3-yl)quinazolin-6-yl)-N-(4-cyanopyridin-2-yl)-2-fluorobenzamide